FC(CCOC)(F)C1(CCC(CC1)C1CC12N(CCC(C2)C(=O)N)C(=O)C2=NNC(=C2)C2=CC(=NC=C2F)OC)O ((1s,4R)-4-(1,1-difluoro-3-methoxypropyl)-4-hydroxycyclohexyl)-4-(5-(5-fluoro-2-methoxypyridin-4-yl)-1H-pyrazole-3-carbonyl)-4-azaspiro[2.5]octane-7-carboxamide